2-(2-bromo-5-carboxyphenoxy)ethylammonium iodide [I-].BrC1=C(OCC[NH3+])C=C(C=C1)C(=O)O